COC(CCC1=CC(=C(C(=C1)C)O)C(C)(C)C)=O 3-(3-tert-butyl-4-hydroxy-5-methylphenyl)-propionic acid methyl ester